C1(=CC=CC=2SC3=C(C21)C=CC=C3)C3=C(C(=C(C(=C3C#N)C3=CC=NC=C3)C3=CC=C(C=C3)N3C2=CC=C(C=C2C=2C=C(C=CC32)C)C)C3=CC=C(C=C3)N3C2=CC=C(C=C2C=2C=C(C=CC32)C)C)C3=CC=C(C=C3)N3C2=CC=C(C=C2C=2C=C(C=CC32)C)C 3'-(dibenzo[b,d]thiophen-1-yl)-4,4''-bis(3,6-dimethyl-9H-carbazol-9-yl)-6'-(4-(3,6-dimethyl-9H-carbazol-9-yl)phenyl)-5'-(pyridin-4-yl)-[1,1':2',1''-terphenyl]-4'-carbonitrile